C(C)C1=NC(=CC(=C1)C1=CC=C(C=C1)F)C1=CC=CC=C1 2-ethyl-4-(p-fluorophenyl)-6-phenylpyridine